6-chloro-N-[(1R)-1-[(7S)-14-fluoro-5,9-dioxa-2,11,18-triazatetracyclo[8.8.0.02,7.012,17]octadeca-1(18),10,12,14,16-pentaen-16-yl]ethyl]-2-methyl-pyridin-3-amine ClC1=CC=C(C(=N1)C)N[C@H](C)C=1C=C(C=C2N=C3OC[C@@H]4COCCN4C3=NC12)F